FC=1C=NC2=CC(=C(C=C2C1O)OC)OC 3-fluoro-6,7-dimethoxy-quinolin-4-ol